2-(3-(2-(((R)-((R)-7-(1-methyl-1H-pyrazol-4-yl)-1,2,3,4-tetrahydropyrido[2,3-b]pyrazin-3-yl)(phenyl)methyl)amino)ethyl)phenyl)acetic acid CN1N=CC(=C1)C1=CC2=C(N[C@H](CN2)[C@@H](C2=CC=CC=C2)NCCC=2C=C(C=CC2)CC(=O)O)N=C1